FCCOC1=CC=C(C=C1)[C@H](C1CCN(CC1)C(=O)N1C[C@@H]2[C@@H](OCC(N2)=O)CC1)C1=CC=C(C=C1)F |o1:10| (4aR,8aS)-6-(4-((S or R)-(4-(2-Fluoroethoxy)phenyl)(4-fluorophenyl)methyl)piperidine-1-carbonyl)hexahydro-2H-pyrido[4,3-b][1,4]oxazin-3(4H)-one